(S)-5-((1-methyl-8-(4,4,5,5-tetramethyl-1,3,2-dioxaborolan-2-yl)-1,2,3,5-tetrahydro-4H-benzo[e][1,4]diazepin-4-yl)methyl)pyrrolidin-2-one CN1CCN(CC2=C1C=C(C=C2)B2OC(C(O2)(C)C)(C)C)C[C@@H]2CCC(N2)=O